water Lithium hydroxide [OH-].[Li+].O